FC1=CC=C(C=C1)C1=CC(=C(C=C1)OC)NC1=NC=NC2=CC(=C(C=C12)OC1CN(C1)C(C=C)=O)OC 1-(3-((4-((4'-fluoro-4-methoxy-[1,1'-biphenyl]-3-yl)amino)-7-methoxy-quinazolin-6-yl)oxy)azetidin-1-yl)prop-2-en-1-one